4,5-diamino-1-ethyl-3-(hydroxymethyl)pyrazole NC=1C(=NN(C1N)CC)CO